C(CCCCCCCCCCCCCCCC)(=O)N[C@@H](CCCCN)C(=O)O N-margaroyl-lysine